8-(triphenylen-2-yl-d11)dibenzo[b,d]furan C1(=C(C(=C(C2=C3C(=C(C(=C(C3=C3C(=C(C(=C(C3=C12)[2H])[2H])[2H])[2H])[2H])[2H])[2H])[2H])[2H])[2H])C=1C=CC2=C(C3=C(O2)C=CC=C3)C1)[2H]